F[B-](F)(F)F.C(CCC)[N+](CCCC)(CCCC)CCCC tetrabutyl-ammonium tetrafluoroborate salt